CC1N(CCNC1)C1=NC=CC=C1 (2-Methylpiperazin-1-yl)pyridin